N1CC(C1)C1=CC(=CC(=N1)NC1=NC=C(N=C1)C1CC1)C1CCN(CC1)CC1CC1 N-(6-(azetidin-3-yl)-4-(1-(cyclopropylmethyl)piperidin-4-yl)pyridin-2-yl)-5-cyclopropylpyrazin-2-amine